C(C1=CC=CC=C1)N1CC2(CCNC(N2)=O)CCC1 8-benzyl-1,3,8-triazaspiro[5.5]undecan-2-one